5-Amino-1-isopropyl-3-(4-(2-oxo-2-((3-(3-(trifluoromethyl)bicyclo[1.1.1]pentan-1-yl)isoxazol-5-yl)amino)ethyl)phenyl)-1H-pyrazole-4-carboxamide NC1=C(C(=NN1C(C)C)C1=CC=C(C=C1)CC(NC1=CC(=NO1)C12CC(C1)(C2)C(F)(F)F)=O)C(=O)N